4,4'-bis(N-carbazolyl)1,1'-biphenyl C1=CC=CC=2C3=CC=CC=C3N(C12)C1=CC=C(C=C1)C1=CC=C(C=C1)N1C2=CC=CC=C2C=2C=CC=CC12